NC1=C(C=C(C=C1)C(NCC(=O)OC)=O)N1CCN(CC1)C(=O)OC(C)(C)C tert-butyl 4-(2-amino-5-((2-methoxy-2-oxoethyl)carbamoyl)phenyl)piperazine-1-carboxylate